N-((2S,3S)-4,4-difluoro-3-hydroxy-1-(hydroxyamino)-3-methyl-1-oxobutan-2-yl)-4-((4-(((3S,4R,5S,6S)-3,4,5-trihydroxy-6-methyltetrahydro-2H-pyran-2-yl)oxy)phenyl)ethynyl)benzamide FC([C@@]([C@@H](C(=O)NO)NC(C1=CC=C(C=C1)C#CC1=CC=C(C=C1)OC1O[C@H]([C@H]([C@H]([C@@H]1O)O)O)C)=O)(C)O)F